(R)-6-((2-(3-amino-4,4-difluoropiperidin-1-yl)-6-fluoro-1H-benzo[d]imidazol-1-yl)methyl)nicotinonitrile hydrochloride Cl.N[C@@H]1CN(CCC1(F)F)C1=NC2=C(N1CC1=NC=C(C#N)C=C1)C=C(C=C2)F